(2S,4R)-1-[(2S)-3,3-dimethyl-2-[(2,2,2-trifluoroacetyl)amino]butanoyl]-4-isopropyl-pyrrolidine-2-carboxylic acid CC([C@@H](C(=O)N1[C@@H](C[C@@H](C1)C(C)C)C(=O)O)NC(C(F)(F)F)=O)(C)C